2-((3-Iodobenzyloxy)-5-methyl-4-(2-(2-methyl-[1,1'-biphenyl]-3-yl)vinyl)benzyl)piperidine-2-carboxylic acid IC=1C=C(COC(C2=CC=C(C(=C2)C)C=CC=2C(=C(C=CC2)C2=CC=CC=C2)C)C2(NCCCC2)C(=O)O)C=CC1